4,4'-(9-phenyl-9H-carbazole-3,6-diyl)bis(N,N-diphenylaniline) C1(=CC=CC=C1)N1C2=CC=C(C=C2C=2C=C(C=CC12)C1=CC=C(N(C2=CC=CC=C2)C2=CC=CC=C2)C=C1)C1=CC=C(N(C2=CC=CC=C2)C2=CC=CC=C2)C=C1